(E)-N'-(3,4-dimethoxybenzylidene)-6-(4-ethoxyphenyl)pyrazine-2-carbohydrazide COC=1C=C(\C=N\NC(=O)C2=NC(=CN=C2)C2=CC=C(C=C2)OCC)C=CC1OC